6-tert-butyl-9-[2-(ethoxy)thiazol-5-yl]-10-methoxy-2-oxo-6,7-dihydro-2H-pyrido[2,1-a]isoquinoline-3-carboxylic Acid C(C)(C)(C)C1N2C(C3=CC(=C(C=C3C1)C1=CN=C(S1)OCC)OC)=CC(C(=C2)C(=O)O)=O